(2S,4R)-N-[(S)-(5-cyclopropyl-6-fluoropyridin-2-yl)(phenyl)methyl]-4-fluoro-1-[2-(4-methyl-5-oxo-4,5-dihydro-1,3,4-oxadiazol-2-yl)acetyl]pyrrolidine-2-carboxamide C1(CC1)C=1C=CC(=NC1F)[C@@H](NC(=O)[C@H]1N(C[C@@H](C1)F)C(CC=1OC(N(N1)C)=O)=O)C1=CC=CC=C1